ethandisulfonate C(CS(=O)(=O)[O-])S(=O)(=O)[O-]